N-(2'-hydroxy-3'-(5-(piperazin-1-yl)isothiazol-3-yl)-[1,1'-biphenyl]-4-yl)acetamide OC1=C(C=CC=C1C1=NSC(=C1)N1CCNCC1)C1=CC=C(C=C1)NC(C)=O